BrC=1N=CC=2N(C1)C(=NN2)CC=2N=C1N(C=C(C=C1N1C(N(C(C1)=O)C)=O)C1CC1)C2 1-(2-((6-bromo-[1,2,4]triazolo[4,3-a]pyrazin-3-yl)methyl)-6-cyclopropylimidazo[1,2-a]pyridin-8-yl)-3-methylimidazolidine-2,4-dione